(E)-4-ethoxy-1,1-difluoro-but-3-en-2-one C(C)O/C=C/C(C(F)F)=O